fluoro-N4',N4'-dimethylbiphenyl-4,4'-diamine FC1=C(C=CC(=C1)N)C1=CC=C(C=C1)N(C)C